The molecule is a monocarboxylic acid amide resulting from the condensation of the carboxy group of p-chloromandelic acid propargyl ether with the amino group of 2-[3-methoxy-4-(prop-2-yn-1-yloxy)phenyl]ethylamine. It is a monocarboxylic acid amide, a terminal acetylenic compound, an aromatic ether and a member of monochlorobenzenes. COC1=C(C=CC(=C1)CCNC(=O)C(C2=CC=C(C=C2)Cl)OCC#C)OCC#C